GLYCINYL-2-CYANOPYRROLIDINE NCC(=O)N1C(CCC1)C#N